ClC1=C(C=CC(=C1)NC=1C=2N(C=CN1)C(=CN2)C=2C(=NN(C2)CC2=NNC=C2)C(F)(F)F)C(=O)N2CCNCC2 [2-chloro-4-[[3-[1-(1H-pyrazol-3-ylmethyl)-3-(trifluoromethyl)pyrazol-4-yl]imidazo[1,2-a]pyrazin-8-yl]amino]phenyl]-piperazin-1-ylmethanone